C(C)(=O)O[C@@H](C(=O)O)C1=CC=CC=C1 |r| (R/S)-acetoxyphenylacetic acid